N-(2-(4-(4-cyclopropyl-1,4-diazepane-1-yl)piperidine-1-yl)-5-((6-((R)-3-(3,5-difluorophenyl)isoxazolidine-2-yl)pyrimidine-4-yl)amino)-4-methoxyphenyl)acrylamide C1(CC1)N1CCN(CCC1)C1CCN(CC1)C1=C(C=C(C(=C1)OC)NC1=NC=NC(=C1)N1OCC[C@@H]1C1=CC(=CC(=C1)F)F)NC(C=C)=O